C1(=C2N(C=N1)CCC2)[C@H](C(=O)NC=2SC=CN2)N2C(C1=CC(=CC(=C1C2)F)C2=CC=C(C=C2)C2CCNCC2)=O |r| (2RS)-2-(6,7-dihydro-5H-pyrrolo[1,2-c]imidazol-1-yl)-2-[4-fluoro-1-oxo-6-[4-(4-piperidyl)phenyl]isoindolin-2-yl]-N-thiazol-2-yl-acetamide